5-(3-ethyl-2-methyl-3H-imidazo[4,5-b]pyridin-5-yl)-N-(1-methylpiperidin-4-yl)pyrrolo[2,1-f][1,2,4]triazin-2-amine C(C)N1C(=NC=2C1=NC(=CC2)C=2C=CN1N=C(N=CC12)NC1CCN(CC1)C)C